FC1([C@H](CN(CC1)[C@H](C(=O)NC=1C=C2N(N1)CC[C@H]2C2=CC(=CC(=C2)F)F)C)C2=CNC(C=C2)=O)F (S)-2-((S)-4,4-difluoro-3-(6-oxo-1,6-dihydropyridin-3-yl)piperidin-1-yl)-N-((S)-4-(3,5-difluorophenyl)-5,6-dihydro-4H-pyrrolo[1,2-b]pyrazol-2-yl)propanamide